11-amino-3-cyclopropyl-7-isopropyl-6,7-dihydro-4H-isoxazolo[3'',4'':5',6']oxepino[4',3':4,5]pyrrolo[2,3-d]pyrimidin-4-one NC=1C2=C(N=CN1)N(C1=C2C=2C(C(OC1)=O)=C(ON2)C2CC2)C(C)C